zinc O,O-di-butyl diphosphorodithioate P(OCCCC)(OP(OCCCC)([O-])=S)(=S)[S-].[Zn+2]